ClC1=NC=C(C(=C1C)C(=O)NCCC1=C(C=C(C=C1)C)C)OC1=C(C(=CC=C1)Cl)F 2-chloro-5-(3-chloro-2-fluorophenoxy)-N-[2-(2,4-dimethylphenyl)ethyl]-3-methylpyridine-4-carboxamide